C(C)(=O)SCCOCCOCCOCCOCCC(=O)ON1C(CCC1=O)=O (2,5-dioxopyrrolidin-1-yl) 3-[2-[2-[2-(2-acetylsulfanylethoxy)ethoxy]ethoxy]ethoxy]propanoate